[Si](C)(C)(C(C)(C)C)OC1CN(C1)CC=1OC2=C(N1)C=C1C(=C2F)CC(C1)C=O 2-[[3-[tert-butyl(dimethyl)silyl]oxyazetidin-1-yl]methyl]-8-fluoro-6,7-dihydro-5H-cyclopenta[f][1,3]benzoxazole-6-carbaldehyde